ClC=1C(=NC=CC1C1=C(C(=CC=C1)NC1=NC=CC(=C1F)CN1CC(C1)CO)Cl)C1=CC(=C(CNC[C@H]2CCC(N2)=O)C=C1)OC (R)-5-(((4-(3-chloro-4-(2-chloro-3-((3-fluoro-4-((3-(hydroxymethyl)azetidin-1-yl)methyl)pyridin-2-yl)amino)phenyl)pyridin-2-yl)-2-methoxybenzyl)amino)methyl)pyrrolidin-2-one